8-(2-(difluoromethyl)-5-nitrophenyl)-2',3',5',6'-tetrahydro-3H-spiro[benzo[b][1,4]oxazepin-2,4'-pyran]-4(5H)-one FC(C1=C(C=C(C=C1)[N+](=O)[O-])C=1C=CC2=C(OC3(CCOCC3)CC(N2)=O)C1)F